B([O-])([O-])[O-].[NH3+][Zn+2] ammoniozinc borate